(4-(4-((1R,5S)-3,8-diazabicyclo[3.2.1]oct-3-yl)-8-fluoro-2-(((S)-1-methylpyrrolidin-2-yl)methoxy)quinazolin-7-yl)-7-fluorobenzo[d]thiazol-2-yl)carbamic acid tert-butyl ester C(C)(C)(C)OC(NC=1SC2=C(N1)C(=CC=C2F)C2=CC=C1C(=NC(=NC1=C2F)OC[C@H]2N(CCC2)C)N2C[C@H]1CC[C@@H](C2)N1)=O